2-(2-acetamido-3,5-difluorophenoxy)-5-fluoropyrimidin C(C)(=O)NC1=C(OC2=NC=C(C=N2)F)C=C(C=C1F)F